triethyl-(hydroxyethyl)ammonium C(C)[N+](CCO)(CC)CC